mesylate sodium salt [Na+].S(C)(=O)(=O)[O-]